ClC1=C(C(=CC=C1)C)N1C=2N(C3=C(C1=O)C=NC(=N3)NC3=CC(=C(C=C3)N3CCN(CC3)C)C)CCN2 6-(2-Chloro-6-methylphenyl)-2-((3-methyl-4-(4-methylpiperazin-1-yl)phenyl)amino)-8,9-dihydroimidazo[1,2-a]pyrimido[5,4-e]pyrimidin-5(6H)-one